methyl 8-bromochromane-3-carboxylate BrC=1C=CC=C2CC(COC12)C(=O)OC